3-[2-(dimethylamino)ethyl]-6-fluoroindol-4-ol CN(CCC1=CNC=2C=C(C=C(C12)O)F)C